pyrimidin-4-d N1=CN=C(C=C1)[2H]